CC1(CO1)CCC 2-methyl-1,2-pentylene oxide